C(C)(C)(C)OC(=O)N1CC(N(CC1)C(C1=C(C=C(C=C1)NC(=O)C1CC1)N1CCCCCC1)=O)C=1C=NN(C1)C 4-[2-(azepan-1-yl)-4-(cyclopropanecarbonylamino)benzoyl]-3-(1-methylpyrazol-4-yl)piperazine-1-carboxylic acid tert-butyl ester